[Si](C)(C)(C(C)(C)C)OCC=1C=C(C=C(C1)F)O 3-(((tert-butyldimethylsilyl)oxy)methyl)-5-fluorophenol